7-bromo-4-(cyclopropyldifluoromethyl)-6-fluoro-4-hydroxy-3,4-dihydroquinazolin-2(1H)-one BrC1=C(C=C2C(NC(NC2=C1)=O)(O)C(F)(F)C1CC1)F